1-N-[4-[7-(6-cyclopropylpyridin-3-yl)quinolin-4-yl]oxyphenyl]-1-N'-(4-fluorophenyl)cyclopropane-1,1-dicarboxamide C1(CC1)C1=CC=C(C=N1)C1=CC=C2C(=CC=NC2=C1)OC1=CC=C(C=C1)NC(=O)C1(CC1)C(=O)NC1=CC=C(C=C1)F